O=C1C(CC2(CCCO2)CC1)C1=CC=C(C(=O)OC)C=C1 methyl 4-(8-oxo-1-oxaspiro[4.5]decan-7-yl)benzoate